8-hydroxy-6-(isoxazol-4-yl)-3,4-dihydroisoquinoline-2(1H)-carboxylic acid tert-butyl ester C(C)(C)(C)OC(=O)N1CC2=C(C=C(C=C2CC1)C=1C=NOC1)O